2-(2-(3-(4-bromophenyl)-8-methyl-1,4,8-triazaspiro[4.5]decan-1,3-dien-2-yl)vinyl)-5-(quinolin-3-yl)-1,3,4-oxadiazole BrC1=CC=C(C=C1)C=1C(=NC2(N1)CCN(CC2)C)C=CC=2OC(=NN2)C=2C=NC1=CC=CC=C1C2